1-[(3R)-1-(pyrimidin-2-yl)pyrrolidin-3-yl]methanamine N1=C(N=CC=C1)N1C[C@H](CC1)CN